6-chloro-7-fluoro-3-(1H-imidazol-1-yl)-5-methoxy-1-methyl-2-(5-((methylthio)methyl)-1H-1,2,4-triazol-3-yl)-1H-indole ClC1=C(C=C2C(=C(N(C2=C1F)C)C1=NNC(=N1)CSC)N1C=NC=C1)OC